C(CCC)C=C(C(=O)O)C#N.ClC=1C=C(C=CC1)N1CCN(CC1)C(=O)C1=CC(=CC=C1)OC1=CC=CC=C1 (4-(3-chlorophenyl)piperazin-1-yl)(3-phenoxyphenyl)methanone n-Butyl-cyanoacrylate